3-[[5-(Cyclopropylcarbamoyl)-2-fluoro-phenyl]methoxy]-5-[3-[(3R)-3-hydroxypyrrolidin-1-yl]propylamino]isothiazole-4-carboxylate C1(CC1)NC(=O)C=1C=CC(=C(C1)COC1=NSC(=C1C(=O)[O-])NCCCN1C[C@@H](CC1)O)F